C1(=CC=CC=C1)N1C2=CC=CC=C2NC=2C=CC=CC12 10-phenylphenazin